(4-methylpiperazin-1-yl)-N-[4-[3-(4-phenyl-1H-imidazol-2-yl)chroman-6-yl]oxy-2-pyridinyl]acetamide 5-hydroxy-6-isoprenyl-3-methoxy-4-[1-oxo-3-(4-hydroxyphenyl)prop-2-enyl]phenolate OC=1C(=C(C=C(C1C=CC(C)=C)[O-])OC)C(C=CC1=CC=C(C=C1)O)=O.CN1CCN(CC1)CC(=O)NC1=NC=CC(=C1)OC=1C=C2CC(COC2=CC1)C=1NC=C(N1)C1=CC=CC=C1